ClC1=CC(=C(C(=O)NCCOCCC)C=C1)NC(C1=C(C=CC=C1)C)=O 4-Chloro-N-(2-propoxyethyl)-2-(2-methylbenzamido)benzamide